α-Galactosylphytosphingosine CCCCCCCCCCCCCC[C@H]([C@H]([C@H](CO[C@@H]1[C@@H]([C@H]([C@H]([C@H](O1)CO)O)O)O)N)O)O